C1(=CC=C(C=C1)CN)CN benzene-1,4-dimethylamine